C(C)(C)(C)OC(=O)NC1=CC=C(C=N1)C=1SC=C(N1)C(=O)N[C@@H](CO)C(=O)OC methyl (2-(6-((tert-butyloxycarbonyl)amino)pyridine-3-yl)thiazole-4-carbonyl)-L-serinate